C(C)NC(=O)N1CC2(CC2)C(C1CC=1C(=C(C=CC1)C1=CC=CC=C1)F)NS(=O)(=O)C N-ethyl-6-((2-fluoro-[1,1'-biphenyl]-3-yl)methyl)-7-(methylsulfonamido)-5-azaspiro[2.4]heptane-5-carboxamide